bromomethyl-iron BrC[Fe]